C(C1=CC=CC=C1)(C1=CC=CC=C1)(C1=CC=CC=C1)NC[C@H](C(=O)OCC1=CC=CC=C1)[C@@H](C)O benzyl (2S,3R)-2-tritylaminomethyl-3-hydroxybutyrate